C(C)(C)(C)OC(=O)NCC1=CC(=C(C=C1)NC(=O)C1=CC2=C(OCCC3=C2SC=C3)C=C1C=1C(=NC(=CC1)C(NC1CC1)=O)C(=O)OC)C methyl 3-(9-((4-(((tert-butoxycarbonyl)amino)methyl)-2-methylphenyl)carbamoyl)-4,5-dihydrobenzo[b]thieno[2,3-d]oxepin-8-yl)-6-(cyclopropylcarbamoyl)picolinate